BrC=1C(=CC(=NC1)C=O)C 5-bromo-4-methyl-pyridine-2-carbaldehyde